4-((1R,5S)-8-azabicyclo[3.2.1]octan-8-yl)aniline [C@@H]12CCC[C@@H](CC1)N2C2=CC=C(N)C=C2